6-chloro-2-(methoxymethyl)imidazo[2,1-b][1,3,4]thiadiazole ClC=1N=C2SC(=NN2C1)COC